FC(C1=C(C=CC(=C1)C(F)(F)F)N1N=C(C(=C1)NC(=O)C=1C=C(C=NC1)C1=NC=CC=C1)C)(F)F N-(1-(2,4-bis(trifluoromethyl)phenyl)-3-methyl-1H-pyrazol-4-yl)-[2,3'-bipyridine]-5'-carboxamide